NC(C=1C=C2C(=CC(N(C2=CC1)C)=O)C1=CC(=CC=C1)Cl)(C1=CN=CN1C)C1=CC=C(C=C1)Cl 6-[amino(4-chlorophenyl)(1-methyl-1H-imidazol-5-yl)methyl]-4-(3-chlorophenyl)-1-methyl-2(1H)quinolinone